BrC=1C=C(C=C(C1)Br)NC(=O)NC1=C(C(=CC(=C1)Cl)Cl)CO 1-(3,5-dibromophenyl)-3-(3,5-dichloro-2-hydroxymethylphenyl)urea